COC=1C=C(C=CC1OCC1=CC=CC=C1)C1=NC2=CC(=CC(=C2C(C1OCC1=CC=CC=C1)=O)OCC1=CC=CC=C1)OCC1=CC=CC=C1 2-(3-methoxy-4-benzyloxyphenyl)-3,5,7-tribenzyloxyquinolin-4-one